p-(2-methoxyprop-yl)phenol COC(CC1=CC=C(C=C1)O)C